1-(3-fluoro-4-{4-[2-(3-fluoroazetidin-1-yl)acetamido]-1H-1,2,3-triazol-1-yl}butyl)-N-(pyridin-2-ylmethyl)-1H-1,2,3-triazole-4-carboxamide FC(CCN1N=NC(=C1)C(=O)NCC1=NC=CC=C1)CN1N=NC(=C1)NC(CN1CC(C1)F)=O